5-[(3R)-3-[[4-(3,5-dimethylisoxazol-4-yl)-2-pyridyl]oxy]pyrrolidin-1-yl]-2-tetrahydropyran-2-yl-4-(trifluoromethyl)pyridazin-3-one CC1=NOC(=C1C1=CC(=NC=C1)O[C@H]1CN(CC1)C1=C(C(N(N=C1)C1OCCCC1)=O)C(F)(F)F)C